4-(3,3-dimethylpiperazin-1-yl)-N-(5-methoxy-2-methyl-[1,2,4]triazolo[1,5-a]pyrimidin-6-yl)-2,3-dihydro-1H-pyrrolo[2,3-b]pyridine-1-carboxamide 2,2,2-trifluoroacetate FC(C(=O)O)(F)F.CC1(CN(CCN1)C1=C2C(=NC=C1)N(CC2)C(=O)NC=2C(=NC=1N(C2)N=C(N1)C)OC)C